2-(1-(3-(aminomethyl)pyridin-2-yl)-1H-pyrazol-3-yl)propan-2-ol NCC=1C(=NC=CC1)N1N=C(C=C1)C(C)(C)O